2-cyclopropyl-2-((6-oxo-5-(trifluoromethyl)-1,6-dihydropyridazin-4-yl)amino)acetaldehyde-O-(2-oxo-2-(4-(5-(trifluoromethyl)pyrimidin-2-yl)piperazin-1-yl)ethyl) oxime O=C(CON=CC(NC=1C=NNC(C1C(F)(F)F)=O)C1CC1)N1CCN(CC1)C1=NC=C(C=N1)C(F)(F)F